C1CCC12CN(CC2)CC(=O)NCC2=CC(=NC=C2)OCC(F)(F)F 2-(6-Azaspiro[3.4]octan-6-yl)-N-((2-(2,2,2-trifluoroethoxy)pyridin-4-yl)methyl)acetamide